COC(C(CC(=O)OC)C=CCCCCCCCCCC)=O dodecenyl-succinic acid dimethyl ester